N-{3-[(1s,3s)-3-(cyanomethyl)-1-(4-methyl-1,2,4-triazol-3-yl)cyclobutyl]phenyl}-2H-furo[3,2-b]pyridine-5-carboxamide C(#N)CC1CC(C1)(C1=NN=CN1C)C=1C=C(C=CC1)NC(=O)C1=CC=C2C(=N1)CCO2